[Na+].C1(=CC=CC=C1)C1CCN(CC1)NS([O-])(=O)=O 4-Phenylpiperidinosulfamic acid sodium salt